[1,1'-biphenyl]-3-amide C1(=CC(=CC=C1)C(=O)N)C1=CC=CC=C1